2-((4-(((S)-2-hydroxy-1-phenylethyl)amino)-5-(5-methyl-1,3,4-oxadiazol-2-yl)pyrimidin-2-yl)amino)-7-methyl-6,7-dihydro-5H-pyrrolo[3,4-b]pyridin-5-one OC[C@H](C1=CC=CC=C1)NC1=NC(=NC=C1C=1OC(=NN1)C)NC1=CC=C2C(=N1)C(NC2=O)C